CC=1C=C(C=C2C(NC(=NC12)C1=CC=2N(C=N1)C=CC2)=O)OC2CCN(CC2)C2COC2 8-Methyl-6-(1-oxetan-3-yl-piperidin-4-yloxy)-2-pyrrolo[1,2-c]pyrimidin-3-yl-3H-quinazolin-4-one